4-n-butylpyrido[3,4-d]pyrimidine-2,4-diamine C(CCC)C1(C2=C(N=C(N1)N)C=NC=C2)N